O1[C@@H](CCC1)C[C@@H](CCC=C)S(=O)(=O)N (2R)-1-((2S)-TETRAHYDRO-2-FURANYL)-5-HEXENE-2-SULFONAMIDE